6-(3-methyl-1-tetrahydropyran-2-yl-indazol-5-yl)-1,3,5-triazine-2,4-diamine CC1=NN(C2=CC=C(C=C12)C1=NC(=NC(=N1)N)N)C1OCCCC1